BrCCCCCC(O[Si](OCCCCCCCC\C=C/C\C=C/CCCCC)(C)C)OCCCCCCCC\C=C/C\C=C/CCCCC (6Z,9Z,32Z,35Z)-22-(5-bromopentyl)-20,20-dimethyl-19,21,23-trioxa-20-silahentetraconta-6,9,32,35-tetraene